ethyl 5-(N-(4-chlorophenyl) ethylamino)-3-methylbenzofuran-2-carboxylate ClC1=CC=C(C=C1)CCNC=1C=CC2=C(C(=C(O2)C(=O)OCC)C)C1